tert-butyl 3-(1-cyclopropyl-1H-pyrazol-4-yl)-4-oxopiperidine-1-carboxylate C1(CC1)N1N=CC(=C1)C1CN(CCC1=O)C(=O)OC(C)(C)C